C(C)OC1=C(C=CC(=C1)S(=O)(=O)C)NCC#CC=1N(C=2C=CC=C(C2C1)NC1CCN(CC1)C)CC(F)(F)F 2-{3-[(2-ethoxy-4-methane-sulfonylphenyl)amino]prop-1-yn-1-yl}-N-(1-methylpiperidin-4-yl)-1-(2,2,2-trifluoroethyl)-1H-indol-4-amine